COC(C1=CC(=NC=C1)NC(C)=O)=O 2-(acetylamino)isonicotinic acid methyl ester